2-[6-[(2S)-2-(fluoromethyl)morpholin-4-yl]pyridazin-3-yl]-3,5-dimethyl-phenol FC[C@@H]1CN(CCO1)C1=CC=C(N=N1)C1=C(C=C(C=C1C)C)O